2-((2S)-2-((2-fluoroethoxy)methyl)-4-(4-(trifluoromethyl)phenyl)pyrrolidin-1-yl)pyrimidine-5-carboxylic acid FCCOC[C@H]1N(CC(C1)C1=CC=C(C=C1)C(F)(F)F)C1=NC=C(C=N1)C(=O)O